NC1=NC(=CC(=C1)C1=CC=CC=C1)Cl 2-amino-6-chloro-4-phenylpyridine